3-((7-(6-chloro-4-methyl-3-(2-oxotetrahydropyrimidin-1(2H)-yl)pyridin-2-yl)thieno[3,2-b]pyridin-2-yl)methyl)-6,6-dimethyl-3-azabicyclo[3.1.0]hexane-2,4-dione ClC1=CC(=C(C(=N1)C1=C2C(=NC=C1)C=C(S2)CN2C(C1C(C1C2=O)(C)C)=O)N2C(NCCC2)=O)C